ClC=1C=C(C=CC1)[C@H](C(=O)N1CCC2=C(CC1)C(NC(=N2)C2(CC2)C2=CC=CC=C2)=O)O (R)-7-(2-(3-chlorophenyl)-2-hydroxyacetyl)-2-(1-phenylcyclopropyl)-3,5,6,7,8,9-hexahydro-4H-pyrimido[4,5-d]azepin-4-one